2-(2-(4-fluoro-2-methylphenoxy)-4-methyl-5-(trifluoromethyl)pyridin-3-yl)-4-oxo-1,4-dihydro-1,6-naphthyridine-5-carbonitrile FC1=CC(=C(OC2=NC=C(C(=C2C=2NC=3C=CN=C(C3C(C2)=O)C#N)C)C(F)(F)F)C=C1)C